tert-butyl 2,2-dimethyl-4-(1-((7-methyltetrazolo[1,5-a]pyridin-6-yl)carbamoyl)-2,3-dihydro-1H-pyrrolo[2,3-b]pyridin-4-yl)piperazine-1-carboxylate CC1(N(CCN(C1)C1=C2C(=NC=C1)N(CC2)C(NC=2C(=CC=1N(C2)N=NN1)C)=O)C(=O)OC(C)(C)C)C